N(CCC1=CC(O)=C(O)C=C1)CC(C(=O)N)=C dopaminemethacrylamide